[K+].C(CCCCCCCCCCC)(=O)[O-] Dodecanoic acid, potassium salt